C(C)(C)(C)OC(=O)N1CCC(CC1)C=1C=C2C(=C(NC2=CC1)C1=CC(=NC=C1)F)C(C)C 4-(2-(2-Fluoropyridin-4-yl)-3-isopropyl-1H-indol-5-yl)piperidine-1-carboxylic acid tert-butyl ester